5-(4-((4-((4-((3,4-dichloro-2-fluorophenyl)amino)-7-methoxyquinazolin-6-yl)oxy)cyclohexyl)Methyl)-3,5-dimethylpiperazin-1-yl)-2-(2,6-dioxopiperidin-3-yl)-6-fluoroisoindoline ClC=1C(=C(C=CC1Cl)NC1=NC=NC2=CC(=C(C=C12)OC1CCC(CC1)CN1C(CN(CC1C)C=1C=C2CN(CC2=CC1F)C1C(NC(CC1)=O)=O)C)OC)F